(S)-2-(1-(7,8-dichloro-4-(1H-imidazol-1-yl)quinolin-2-yl)pyrrolidin-2-yl)-1,1,1,3,3,3-hexafluoropropan-2-ol ClC1=CC=C2C(=CC(=NC2=C1Cl)N1[C@@H](CCC1)C(C(F)(F)F)(C(F)(F)F)O)N1C=NC=C1